C1(=CC=CC=C1)C1=NC(=NC(=C1)C1=CC=CC=C1)C=1C(=C(C#N)C(=C(C1N1C2=C(C3=CC=CC=C13)C=CN=C2)N2C1=C(C3=CC=CC=C23)C=CN=C1)N1C2=C(C3=CC=CC=C13)C=CN=C2)N2C1=C(C3=CC=CC=C23)C=CN=C1 3-(4,6-diphenylpyrimidin-2-yl)-2,4,5,6-tetrakis(9H-pyrido[3,4-b]indol-9-yl)benzonitrile